C(C)(C)(C)OC(=O)N1[C@H]2CC(C[C@@H]1CC2)N2CCC(CC2)C (1R,3s,5S)-3-(4-methylpiperidin-1-yl)-8-azabicyclo[3.2.1]octane-8-carboxylic acid tert-butyl ester